triethoxy-n-butoxytitanium C(C)O[Ti](OCCCC)(OCC)OCC